6-(2,5-Dimethoxyphenyl)-8-fluoro-2-imino-2H-chromen-3-thioamide COC1=C(C=C(C=C1)OC)C=1C=C2C=C(C(OC2=C(C1)F)=N)C(N)=S